(2S,3R,4R,5S,6R)-2-[3-(2,3-Dihydro-benzo[1,4]dioxin-6-ylmethyl)-4-ethyl-phenyl]-6-hydroxymethyl-tetrahydro-pyran-3,4,5-triol O1CCOC2=C1C=CC(=C2)CC=2C=C(C=CC2CC)[C@@H]2O[C@@H]([C@H]([C@@H]([C@H]2O)O)O)CO